6-amino-2-(3,5-dichloro-4-((5-cyclobutyl-6-oxo-1,6-dihydropyridazin-3-yl)oxy)phenyl)-1,2,4-triazine-3,5(2H,4H)-dione NC=1C(NC(N(N1)C1=CC(=C(C(=C1)Cl)OC1=NNC(C(=C1)C1CCC1)=O)Cl)=O)=O